(4S,7S)-2-bromo-4,7-dimethyl-6,7-dihydro-4H-pyrazolo[1,5-a]pyrazine-5-carboxylic acid tert-butyl ester C(C)(C)(C)OC(=O)N1[C@H](C=2N([C@H](C1)C)N=C(C2)Br)C